4-(chloromethyl)pyridine N-oxide ClCC1=CC=[N+](C=C1)[O-]